FC=1C=C(C=CC1C=1N=C2SC3=C(N2C1)C=CC(=C3)C(NC3CCOCC3)=O)[C@@H]3N(C[C@H](C3)O)C(=O)OC(C)(C)C tert-butyl (trans)-2-(3-fluoro-4-(7-((tetrahydro-2H-pyran-4-yl)carbamoyl)benzo[d]imidazo[2,1-b]thiazol-2-yl)phenyl)-4-hydroxypyrrolidine-1-carboxylate